6-[[2-[4-[3-[1-(5-chloropyrimidin-2-yl)-4-piperidyl]propoxy]-2-fluoro-phenyl]acetyl]amino]-N-[2-hydroxy-1,1-bis(hydroxymethyl)ethyl]hexanamide ClC=1C=NC(=NC1)N1CCC(CC1)CCCOC1=CC(=C(C=C1)CC(=O)NCCCCCC(=O)NC(CO)(CO)CO)F